CNC(C1=C(C=CC=C1)SC1=CC=C2C(=NNC2=C1)\C=C\C=1C=NN(C1)CCCN1CCCC1)=O N-methyl-2-({3-[(E)-2-{1-[3-(pyrrolidin-1-yl)propyl]-1H-Pyrazol-4-yl}vinyl]-1H-indazol-6-yl}thio)benzamide